tert-butyl-1-(4-(2,6-dioxopiperidin-3-yl)-2-fluorophenyl)piperidine-4-carbaldehyde C(C)(C)(C)C1N(CCC(C1)C=O)C1=C(C=C(C=C1)C1C(NC(CC1)=O)=O)F